3-pyrrolylindenyl-tert-butylamino-dimethyl-titanium N1C(=CC=C1)C1=CC(C2=CC=CC=C12)[Ti](C)(C)NC(C)(C)C